trifluoromethylphenyl borate methyliminodiacetate CN(CC(=O)O)CC(=O)O.B(OC1=C(C=CC=C1)C(F)(F)F)(O)O